[Cl-].[Cl-].C1(=CC=CC=C1)C(=[Zr+2](C1(C(C(C(C2(C3C(=C4C=5C=CC=CC5CC4=C21)C=CCC3)C)(C)C)(C)C)(C)C)C)C3C=CC=C3)C3=CC=C(C=C3)Cl phenyl(p-chlorophenyl)methylene(cyclopentadienyl)(octamethyloctahydrodibenzofluorenyl)zirconium dichloride